methoxymethyl 4-(benzyloxy)-5-bromo-2-methoxy-3,6-xylenecarboxylate C(C1=CC=CC=C1)OC1=C(C(=C(C(=C1Br)C)C(=O)OCOC)OC)C